4-(4-pyridyl)imidazol N1=CC=C(C=C1)C=1N=CNC1